((2-(trimethylsilyl)ethoxy)methoxy)quinoline-2-carbaldehyde C[Si](CCOCOC=1C(=NC2=CC=CC=C2C1)C=O)(C)C